Cl.N[C@@H](CC(=O)OCC)C1=CC(=CC=C1)OC=1C=C(C=CC1)C ethyl (S)-3-amino-3-(3-(m-tolyloxy)phenyl)propanoate hydrochloride